C(C)(C)(C)C1(CCC2=CC(=CC=C12)\C=C\C(=O)NC1=C(C=C(C=C1)F)N)N(C([O-])=O)CCC1=CNC2=CC=CC=C12 (tert-butyl (E)-(2-(1H-indol-3-yl)ethyl)(5-(3-((2-amino-4-fluorophenyl)amino)-3-oxoprop-1-en-1-yl)-2,3-dihydro-1H-inden-1-yl)carbamate)